BrC1=CC=C2/C(/C(NC2=C1)=O)=N/NC1=CC=CC=C1 (Z)-2-(6-Bromo-2-oxoindoline-3-ylidene)-N-phenylhydrazine